[B].[Cu].[Ni] nickel-copper-boron